(S)-N-(5-(tert-butyl)-1-(tetrahydrofuran-3-yl)-1H-pyrazol-3-yl)-7-chloro-1-methyl-6-(pyrazolo[1,5-a]pyrazin-3-yloxy)-1H-imidazo[4,5-b]pyridin-2-amine C(C)(C)(C)C1=CC(=NN1[C@@H]1COCC1)NC=1N(C=2C(=NC=C(C2Cl)OC=2C=NN3C2C=NC=C3)N1)C